N1NCCC2=CC=CC=C12 1,2,3,4-tetrahydrocinnoline